methyl (1S,2S)-2-((S)-2',3-dichloro-5',6-dimethyl-2-oxo-2H-[1,4'-bipyridin]-4-yl)cyclopropane-1-carboxylate ClC1=NC=C(C(=C1)N1C(C(=C(C=C1C)[C@@H]1[C@H](C1)C(=O)OC)Cl)=O)C